3,4-dimethyl-6-[4-[(tert-butoxy)carbonyl]piperazin-1-yl]pyridine-3,4-dicarboxylic acid CC1(C=NC(=CC1(C(=O)O)C)N1CCN(CC1)C(=O)OC(C)(C)C)C(=O)O